FC1=CC=C(C=C1)COC=1C=C2C=CN=C(C2=CC1)NC1=CC=C(C=C1)S(=O)(=O)C 6-[(4-fluorophenyl)methoxy]-N-(4-methanesulfonylphenyl)isoquinolin-1-amine